3-((2-(2,6-dioxapiperazin-3-yl)-1,3-dioxaindol-4-yl)amino)propionic acid N1OC(NCO1)C1OC2=CC=CC(=C2O1)NCCC(=O)O